1-(4-(3-Fluoro-5-(trifluoromethyl)benzyl)pyridin-2-yl)-N,4-dimethyl-1H-pyrazol-3-carboxamid FC=1C=C(CC2=CC(=NC=C2)N2N=C(C(=C2)C)C(=O)NC)C=C(C1)C(F)(F)F